NC1=CC(=NN1C)NC(C(C(F)(F)F)(F)F)=O N-(5-amino-1-methyl-1H-pyrazol-3-yl)-2,2,3,3,3-pentafluoropropanamide